FC=1C=C(C=CC1C)N1N=CN=C1CNC(=O)NCC1=NC=NN1C1=CC(=C(C=C1)C)F 1,3-bis({[1-(3-fluoro-4-methylphenyl)-1H-1,2,4-triazol-5-yl]methyl})urea